N1-(1-(3-chloro-2-fluorophenyl)-2,2,3,3,3-pentafluoropropyl)-N1-cyclopropylethane-1,2-diamine ClC=1C(=C(C=CC1)C(C(C(F)(F)F)(F)F)N(CCN)C1CC1)F